N'-[2-chloro-4-(2-fluorophenoxy)-5-methyl-phenyl]-N-ethyl-methyl-formamidine ClC1=C(C=C(C(=C1)OC1=C(C=CC=C1)F)C)N=C(NCC)C